OC(C(=O)C1=C(C=CC=C1NC1COC2(C1S(=O)(=O)C=1C=NC(=CC1)N1CCOCC1)CCNCC2)S(=O)(=O)NC)C 2-hydroxypropionyl-3-(4-(6-morpholinopyridin-3-ylsulfonyl)-1-oxa-8-azaspiro[4.5]dec-3-ylamino)-N-methylbenzenesulfonamide